O=C([C@H](C)NC(OC(C)(C)C)=O)N[C@H]1CC2=C(CNC1=O)C=CC=C2 tert-butyl ((S)-1-oxo-1-(((S)-3-oxo-2,3,4,5-tetrahydro-1H-benzo[c]azepin-4-yl)amino)propan-2-yl)carbamate